Cl.O[C@@H]1CNCCC1 (S)-(+)-3-hydroxypiperidine hydrochloride